3-(1,4-dimethyl-1H-benzo[d][1,2,3]triazol-5-yl)-3-(3-(((R)-8-ethyl-2-methyl-2,5,7,8-tetrahydro-6H-[1,4]oxazepino[6,7-f]indazol-6-yl)methyl)-4-methylphenyl)-2,2-dimethylpropionic acid CN1N=NC2=C1C=CC(=C2C)C(C(C(=O)O)(C)C)C2=CC(=C(C=C2)C)CN2C[C@H](OC=1C(=CC3=CN(N=C3C1)C)C2)CC